C(C)C1=C(C=CC=C1)C=1C(=C(C=CC1)O)CC 2-ethyl-phenyl-2-ethylphenol